C(C)(C)(C)OC(=O)N1C(OC[C@@H]1C(CCCO)O)(C)C (4R)-4-(1,4-dihydroxybutyl)-2,2-dimethyl-oxazolidine-3-carboxylic acid tert-butyl ester